C12C(C3CC(CC(C1)C3)C2)NCCNC(=O)C2=NN(C(=C2C)C2=CC=C(C=C2)Cl)C2=C(C=C(C=C2)Cl)Cl N-(2-(((1r,3r,5r,7r)-adamantan-2-yl)amino)ethyl)-5-(4-chlorophenyl)-1-(2,4-dichlorophenyl)-4-methyl-1H-pyrazole-3-carboxamide